C(C#C)NC(=O)NNC(=O)OC(C)(C)C N-propargyl-N'-(tert-butoxycarbonyl)aminourea